C(C1=CC=CC=C1)C=1N(C=2C(=C3CC[C@@H](N(C3=CC2)C(=O)OC)C)N1)[C@@H]1CC[C@H](CC1)C#N methyl (7S)-2-benzyl-7-methyl-3-[(trans)-4-cyanocyclohexyl]-3H,6H,7H,8H,9H-imidazo[4,5-f]quinoline-6-carboxylate